tert-butyl ((1S,5s)-5-hydroxycyclohex-3-en-1-yl)carbamate O[C@@H]1C=CC[C@@H](C1)NC(OC(C)(C)C)=O